C(C[Si](Cl)(Cl)Cl)C(C(C(C(F)(F)F)(F)F)(F)F)(F)F nonafluorohexyltrichlorosilane